FC(C(=O)N1CC2=CC(=C(C=C2CC1)C)C1=CC=C(C=C1)C(F)(F)F)=C 2-Fluoro-1-(6-methyl-7-(4-(trifluoromethyl)phenyl)-3,4-dihydroisoquinolin-2(1H)-yl)prop-2-en-1-one